beryllium copper water O.[Cu].[Be]